C12CNCC(CC1)N2C2=CC=C1C[C@H](COC1=C2)NC(=O)C2=C(C=1C(=NC(=CC1)C)S2)N N-((3R)-7-(3,8-diazabicyclo[3.2.1]octan-8-yl)chroman-3-yl)-3-amino-6-methylthieno[2,3-b]pyridine-2-carboxamide